OC(=O)C(F)(F)F.ONC(=O)C1=CN=C(S1)CCCN1CCC(CC1)CNC1C(C1)C1=CC=CC=C1 N-hydroxy-2-(3-(4-(((2-phenylcyclopropyl)amino)methyl)piperidin-1-yl)propyl)thiazole-5-carboxamide TFA salt